(2-oxo-2-(((R)-1-oxo-3-phenylpropan-2-yl)amino)ethyl)pentanamide O=C(CC(C(=O)N)CCC)N[C@@H](C=O)CC1=CC=CC=C1